6-methyl-1H-pyridin-2-one CC1=CC=CC(N1)=O